FC(C1=C(C=CC=C1)S(=O)(=O)ON1C(=O)C2C3C=CC(C2C1=O)O3)(F)F N-(2-trifluoromethylphenylsulfonyloxy)-7-oxabicyclo[2.2.1]hept-5-ene-2,3-dicarboximide